(3,5-dimethyl-1,2,4-triazole) titanium [Ti].CC1=NNC(=N1)C